(2-chlorophenyl)-4-((2-((4-((4-(2-(4-(4-((2,6-dioxopiperidin-3-yl)amino)phenyl)piperazin-1-yl)ethyl)piperidin-1-yl)carbamoyl)phenyl)amino)-5-fluoropyrimidin-4-yl)amino)benzamide ClC1=C(C=CC=C1)C1=C(C(=O)N)C=CC(=C1)NC1=NC(=NC=C1F)NC1=CC=C(C=C1)C(NN1CCC(CC1)CCN1CCN(CC1)C1=CC=C(C=C1)NC1C(NC(CC1)=O)=O)=O